(S)-7-((4-Fluorophenyl)(pyridin-4-yl)methoxy)chroman-4-one FC1=CC=C(C=C1)[C@H](OC1=CC=C2C(CCOC2=C1)=O)C1=CC=NC=C1